(S)-2-(4-(2-((1-(4-acetylpiperazin-1-yl)cyclopropyl)methoxy)-7-(8-chloronaphthalen-1-yl)-5,6,7,8-tetrahydropyrido[3,4-d]pyrimidin-4-yl)-1-propenylpiperazin-2-yl)acetonitrile C(C)(=O)N1CCN(CC1)C1(CC1)COC=1N=C(C2=C(N1)CN(CC2)C2=CC=CC1=CC=CC(=C21)Cl)N2C[C@@H](N(CC2)C=CC)CC#N